S1SSSO1 tetra-thioether